N-((1-(2,4-difluorobenzyl)cyclobutyl)methyl)-6-oxo-1,6-dihydropyridazine-3-carboxamide FC1=C(CC2(CCC2)CNC(=O)C2=NNC(C=C2)=O)C=CC(=C1)F